C(#N)C1=C(C(=O)NC)C=CC(=C1)N1CCNCC1 2-cyano-N-methyl-4-(piperazin-1-yl)benzamide